4-benzyloxy-2-bromo-5-chloro-quinoline C(C1=CC=CC=C1)OC1=CC(=NC2=CC=CC(=C12)Cl)Br